4-({5-[(9S)-9-methyl-2,5-dioxa-8-azaspiro[3.5]nonan-8-yl]-2'-(methylsulfanyl)-[3,4'-bipyridin]-6-yl}oxy)-pyrrolidine-2-carboxylic acid C[C@@H]1N(CCOC12COC2)C=2C=C(C=NC2OC2CC(NC2)C(=O)O)C2=CC(=NC=C2)SC